1-[1-(triphenylmethyl)imidazol-4-yl]ethanol C1(=CC=CC=C1)C(N1C=NC(=C1)C(C)O)(C1=CC=CC=C1)C1=CC=CC=C1